tert-butyl-(2R,4R)-1-(3-chloro-2-fluorobenzyl)-4-((6-chloro-3-fluoro-4-formylpyridin-2-yl) methyl)-2-methylpiperidine-4-carboxylate C(C)(C)(C)OC(=O)[C@]1(C[C@H](N(CC1)CC1=C(C(=CC=C1)Cl)F)C)CC1=NC(=CC(=C1F)C=O)Cl